C(C)OCO[C@@H](C[C@H](CC(=O)OC)O)\C=C\C=1C(=NC(=NC1C(C)C)N(S(=O)(=O)C)C)C1=CC=C(C=C1)F Methyl (3R,5S,E)-5-(ethoxymethoxy)-7-(4-(4-fluorophenyl)-6-isopropyl-2-(N-methylmethylsulfonamido)pyrimidin-5-yl)-3-hydroxyhept-6-enoate